NCN1CCC(C(=C1)OC(F)F)=O 1-(aminomethyl)-5-(difluoromethoxy)-4-oxo-3,4-dihydropyridin